1-(6-ortho-methylbenzoyl-9-ethylcarbazol-3-yl)-3-cyclohexyl-propane-1-one CC1=C(C(=O)C=2C=C3C=4C=C(C=CC4N(C3=CC2)CC)C(CCC2CCCCC2)=O)C=CC=C1